tert-butyl (S)-2-methylpiperazinecarboxylate C[C@@H]1N(CCNC1)C(=O)OC(C)(C)C